O=C1C(=COC(=C1)C(C(F)(F)F)O)OCC1CCN(CC1)C(=O)OC(C)(C)C tert-butyl 4-(((4-oxo-6-(2,2,2-trifluoro-1-hydroxy ethyl)-4H-pyran-3-yl)oxy)methyl)piperidine-1-carboxylate